COC=1C(=CC2=C(N(C=N2)CC2=CC=C(C=C2)B(O)O)C1)C(=O)OC 4-((6-methoxy-5-(methoxycarbonyl)-1,3-benzodiazol-1-yl)methyl)phenylboronic acid